C(C)OC1=CN=CC=N1 6-ethoxypyrazin